4-[5-(aminomethyl)pyridin-2-yl]-3-[6-(dimethylamino)-2-methylpyrimidin-4-yl]oxybenzonitrile NCC=1C=CC(=NC1)C1=C(C=C(C#N)C=C1)OC1=NC(=NC(=C1)N(C)C)C